1-cyclobutyl-N-((6,7-difluoro-2-(4'-fluoro-2'-(4-methyl-4H-1,2,4-triazol-3-yl)-[1,1'-biphenyl]-3-yl)benzo[d]oxazol-5-yl)methyl)methylamine C1(CCC1)CNCC=1C(=C(C2=C(N=C(O2)C=2C=C(C=CC2)C2=C(C=C(C=C2)F)C2=NN=CN2C)C1)F)F